FC(C(=O)O)(F)F.FC(C(=O)O)(F)F.NC1=CC=C(C(=N1)C)CNC([C@H](C)NC(=O)[C@@H]1NC[C@H](C1)CC1=C(C=CC=C1)Br)=O (2R,4S)-N-((S)-1-(((6-Amino-2-methylpyridin-3-yl)methyl)amino)-1-oxopropan-2-yl)-4-(2-bromobenzyl)pyrrolidine-2-carboxamide Di-trifluoroacetate salt